6-t-butyl-p-methylphenol C(C)(C)(C)C1=CC(=CC=C1O)C